S(=O)(=O)(O)ON1C2CCC(N(C1)C2)C(=O)NN 6-(sulfooxy)-1,6-diazabicyclo[3.2.1]octane-2-carbohydrazide